FC(CN1N=C(C(=C1)C1=CN=C(N1C)C(=O)NC1=CC(=C(C(=O)N2CCN(CC2)C(=O)NCC2(CNC2)O)C=C1)CC)C(F)(F)F)F 4-[4-[[5-[1-(2,2-difluoroethyl)-3-(trifluoromethyl)pyrazol-4-yl]-1-methylimidazole-2-carbonyl]amino]-2-ethylbenzoyl]-N-[(3-hydroxyazetidin-3-yl)methyl]piperazine-1-carboxamide